tert-butyl (2S,4R)-2-methyl-4-((2-(triethylsilyl)pyrazolo[1,5-a]pyrazin-6-yl)oxy)pyrrolidine-1-carboxylate C[C@@H]1N(C[C@@H](C1)OC=1N=CC=2N(C1)N=C(C2)[Si](CC)(CC)CC)C(=O)OC(C)(C)C